C(CCCCCCC)P(CCCCCCCC)(CCCCCCCC)=[Te] trin-octylphosphine telluride